6-chloro-N-(4-methylpyridin-2-yl)pyrimidin-4-amine ClC1=CC(=NC=N1)NC1=NC=CC(=C1)C